Methyloxetan-3-carboxylic acid CC1OCC1C(=O)O